NC1=CC=CC(=N1)C1=C(C=C(C#N)C=C1)OC=1N(N=C(C1)C1CC1)C 4-(6-aminopyridin-2-yl)-3-(5-cyclopropyl-2-methylpyrazol-3-yl)oxybenzonitrile